ClC1=C(C(=O)NC2=CC(=CC=C2)[N+](=O)[O-])C=C(C=C1)S(NC1=C(C=CC=C1)C)(=O)=O 2-chloro-N-(3-nitrophenyl)-5-(N-(o-tolyl)sulfamoyl)benzamide